2,2-Dimethylpyrrolidine CC1(NCCC1)C